C(C)C1=C(C=CC(=C1)F)NC1=CC(=NC=C1C(=O)NC=1C(=NC(=CC1)OC)C)C(F)(F)F 4-((2-ethyl-4-fluoro-phenyl)amino)-N-(6-methoxy-2-methyl-pyridin-3-yl)-6-(trifluoromethyl)-nicotinamide